CC1=C(C=CC=C1)C(C(=O)O)=O.C(C1=CC=CC=C1)(=O)C(=O)OC methyl benzoylformate (methyl phenyl glyoxylate)